(R)-2-(3-isopropoxy-4-nitro-1H-pyrazol-1-yl)propanenitrile C(C)(C)OC1=NN(C=C1[N+](=O)[O-])[C@@H](C#N)C